(11R)-6-(2,6-dimethylphenyl)-11-isobutyl-2,2-dioxo-12-[3-(trifluoromethoxy)propyl]-9-oxa-2λ6-thia-3,5,12,19-tetrazatricyclo[12.3.1.14,8]nonadeca-1(18),4(19),5,7,14,16-hexaen-13-one CC1=C(C(=CC=C1)C)C1=NC=2NS(C=3C=CC=C(C(N([C@@H](COC(=C1)N2)CC(C)C)CCCOC(F)(F)F)=O)C3)(=O)=O